3-[(3-chloro-2-methoxyphenyl)amino]-2-(2-methylsulfinylpyrimidin-4-yl)-1h,5h,6h,7h-pyrrolo[3,2-c]pyridin-4-one ClC=1C(=C(C=CC1)NC1=C(NC2=C1C(NCC2)=O)C2=NC(=NC=C2)S(=O)C)OC